C1(C[C@H](O)[C@H](O1)CO)C1=NC(=NN1)C(=O)N deoxyribofuranosyl-1,2,4-triazole-3-carboxamide